ClC1=C(OCC=2C=C(C(=O)N)C=CC2)C=CC=C1Cl 3-((2,3-dichlorophenoxy)methyl)benzamide